N-((2-(4-fluorophenyl)-4-(1-methyl-1H-pyrazol-3-yl)pyrimidin-5-yl)methyl)acrylamide FC1=CC=C(C=C1)C1=NC=C(C(=N1)C1=NN(C=C1)C)CNC(C=C)=O